FC(C1=C(C=NN1)NC(=O)[C@H]1[C@@H](CCCC1)C(C1=CC=C(C=C1)C1=NNC=C1)=O)F (1R,2R)-N-[5-(Difluoromethyl)-1H-pyrazol-4-yl]-2-[4-(1H-pyrazol-3-yl)benzoyl]cyclohexanecarboxamide